Octan-1,8-diol C(CCCCCCCO)O